O=S1(CC=2C(=NC3=CC=C4C(=C3C2CC1)C=NN4)C4=CC=C(C#N)C=C4)=O 4-(9,9-dioxido-3,8,10,11-tetrahydropyrazolo[4,3-f]thiopyrano[3,4-c]quinolin-7-yl)benzonitrile